C1(=CC=C(C=C1)S(=O)(=O)OCC1CC(C1)C(=O)OC)C methyl 3-(p-tolylsulfonyloxy-methyl)cyclobutanecarboxylate